N=1C=CN2C1CN(CC2)C(=O)C=2C=C1CCNC(C1=CC2)=O 6-(5,6,7,8-tetrahydroimidazo[1,2-a]pyrazine-7-carbonyl)-3,4-dihydroisoquinolin-1(2H)-one